C(C)(C)(C)OC(=O)C=1C=C(C=CC1)CCC(=O)O 3-(3-(tert-butoxycarbonyl)phenyl)propanoic acid